4-[2-(5-Chloro-4-methyl-2-sulfophenyl)diazenyl]-3-hydroxy-2-naphthalenecarboxylic acid ClC=1C(=CC(=C(C1)N=NC1=C(C(=CC2=CC=CC=C12)C(=O)O)O)S(=O)(=O)O)C